C(C)(SC=1C=C2C=C(N(C2=CC1OC)S(=O)(=O)C1=CC=C(C)C=C1)CNC(=O)C1(CC1)C)=O S-(6-methoxy-2-((1-methylcyclopropane-1-carboxamido)methyl)-1-tosyl-1H-indol-5-yl) ethanethioate